FC=1C(=NC=C(C1C1=C(C=NC(=C1)C)C(=O)NC=1SC(=NN1)OC1CCC(CC1)CO)OC)C 3'-fluoro-N-(5-(((1r,4r)-4-(hydroxymethyl)cyclohexyl)oxy)-1,3,4-thiadiazol-2-yl)-5'-methoxy-2',6-dimethyl-[4,4'-bipyridine]-3-carboxamide